C(C)OCCC(C=O)CC(=C)C 4-ethoxy-2-methylallyl-butyraldehyde